C(C)(=O)OC1(CC1)C=1C(=NC(=CC1)C=1C=NN2C1C=CC(=C2)OC=2N=NC(=CC2)C)C=2C=NN(C2)CC(F)(F)F [1-[6-[6-(6-methylpyridazin-3-yl)oxypyrazolo[1,5-a]pyridin-3-yl]-2-[1-(2,2,2-trifluoroethyl)pyrazol-4-yl]pyridin-3-yl]cyclopropyl] acetate